[SiH3]CCCC[SiH3] 1,4-disilylbutane